tert-Butyl (tert-butoxycarbonyl)(3-(2,5-difluoro-4-((2-fluorophenyl)sulfonamido)phenyl)-1-isopropyl-7-(1,4-dioxaspiro[4.5]dec-7-en-8-yl)-1H-pyrazolo[4,3-c]pyridin-4-yl)carbamate C(C)(C)(C)OC(=O)N(C(OC(C)(C)C)=O)C1=NC=C(C2=C1C(=NN2C(C)C)C2=C(C=C(C(=C2)F)NS(=O)(=O)C2=C(C=CC=C2)F)F)C2=CCC1(OCCO1)CC2